[Si](C)(C)(C(C)(C)C)OCC(=O)NC1=NC=CC(=C1)OC1=CC(=C(C=C1)NC(NC=1N(N=C(C1)C(C)(C)C)C1=CC=CC=C1)=O)SC 2-[tert-butyl(dimethyl)silyl]oxy-N-[4-{4-[(5-tert-butyl-2-phenyl-pyrazol-3-yl)carbamoyl-amino]-3-methylsulfanyl-phenoxy}-2-pyridyl]acetamide